1-{2-[(2R,5R)-2,5-dimethylmorpholin-4-yl]ethyl}-4-[3-(1-ethyl-3-methyl-1H-pyrazol-5-yl)-1H-1,2,4-triazol-5-yl]-1H-indazole-6-carboxamide C[C@@H]1CN([C@@H](CO1)C)CCN1N=CC2=C(C=C(C=C12)C(=O)N)C1=NC(=NN1)C1=CC(=NN1CC)C